5-(4-(methoxycarbonyl)phenyl)-3,6-dihydropyridine COC(=O)C1=CC=C(C=C1)C1=CCC=NC1